Methylaminomethyl chloride CNCCl